methyl 5-(1-(adamantan-1-ylmethyl)-5-methyl-1H-pyrazol-4-yl)-1H-indole-4-carboxylate C12(CC3CC(CC(C1)C3)C2)CN2N=CC(=C2C)C2=C(C=3C=CNC3C=C2)C(=O)OC